((4-methoxy-6-methyl-1,3,5-triazin-2-yl)carbamoylsulfamoyl)benzoate COC1=NC(=NC(=N1)C)NC(=O)NS(=O)(=O)C1=C(C(=O)[O-])C=CC=C1